CC(CS(=O)(=O)O)(C)NC(C=C)=O 2-methyl-2-[(1-oxo-2-propene-1-yl)amino]-1-propanesulfonic acid